tert-butyl 4-(4-(2,2-dibromovinyl)-3-fluorophenyl)piperazin-1-carboxylate BrC(=CC1=C(C=C(C=C1)N1CCN(CC1)C(=O)OC(C)(C)C)F)Br